4-(5-chloro-8-methoxy-11H-indolo[3,2-c]isoquinolin-11-yl)-N-hydroxybutyramide ClC1=NC2=C(C3=CC=CC=C13)N(C1=CC=C(C=C12)OC)CCCC(=O)NO